[Si](C1=CC=CC=C1)(C1=CC=CC=C1)(C(C)(C)C)OCCC1CCN(CC1)C1=CC(=C(C=C1)[N+](=O)[O-])C 4-(2-((tert-butyldiphenylsilyl)oxy)ethyl)-1-(3-methyl-4-nitrophenyl)piperidine